C(C1=CC=CC=C1)N1S(CCC1CNC1=C2C=CC=NC2=C(C=N1)C1=CC=C(C=C1)C(F)(F)F)(=O)=O 2-Benzyl-3-(((8-(4-(trifluoromethyl)phenyl)-1,6-naphthyridin-5-yl)amino)methyl)isothiazolidine 1,1-dioxide